N-(3-(7-((4-methoxybenzyl)(methyl)amino)-1,6-naphthyridin-3-yl)-4-methylphenyl)-5-methyl-4,5,6,7-tetrahydrobenzo[d]isoxazole-3-carboxamide COC1=CC=C(CN(C2=NC=C3C=C(C=NC3=C2)C=2C=C(C=CC2C)NC(=O)C2=NOC3=C2CC(CC3)C)C)C=C1